1-cyclohexylbut-3-ene-1-amine C1(CCCCC1)C(CC=C)N